COC(CNC(=O)C1=CC2=C(N(C(=N2)NC=2SC3=C(N2)C=CC(=C3)C(F)(F)F)C)C=C1)(C)C 1-Methyl-2-(6-trifluoromethyl-benzothiazol-2-ylamino)-1H-benzoimidazole-5-carboxylic acid (2-methoxy-2-methyl-propyl)-amide